CS(=O)(=O)C1=C(C=CC=C1)C1(CC1)C(=O)O 1-(2-(methylsulfonyl)phenyl)cyclopropane-1-carboxylic acid